O1C(CCCC1)N1N=CC=C1B(O)O (tetrahydro-2H-pyran-2-yl)-1H-pyrazole-5-boronic acid